NC1=NC=CC=C1C1=NC=2C(=NC(=CC2)N2N=CC=C2)N1C=1C=C2CC[C@@H](C2=CC1)NC(=O)C=1OC=C(N1)C=C (S)-N-(5-(2-(2-aminopyridin-3-yl)-5-(1H-pyrazol-1-yl)-3H-imidazo[4,5-b]pyridin-3-yl)-2,3-dihydro-1H-inden-1-yl)-4-vinyloxazole-2-carboxamide